BrC=1C(=NC(=NC1)NC=1C(=NC(=CC1)N1CCC(CC1)(C)C)OC)NC1=C(C=C(C=C1)F)NS(=O)(=O)C N-(2-((5-bromo-2-((6-(4,4-dimethylpiperidin-1-yl)-2-methoxypyridin-3-yl)amino)pyrimidin-4-yl)amino)-5-fluorophenyl)methanesulfonamide